decyltetradecyl valinate esylate S(=O)(=O)(O)CC.N[C@@H](C(C)C)C(=O)OC(CCCCCCCCCCCCC)CCCCCCCCCC